N-(3-chloro-5-methylsulfonylphenyl)-5-(phenylamino)-2-{[2-(trimethylsilyl)ethoxy]methyl}pyrazole-3-carboxamide ClC=1C=C(C=C(C1)S(=O)(=O)C)NC(=O)C=1N(N=C(C1)NC1=CC=CC=C1)COCC[Si](C)(C)C